C(C1=CC=CC=C1)OC(=O)N[C@@H]1[C@@H](N(CC1(F)F)C(=O)OC(C)(C)C)CC1=C(C(=CC=C1)B1OC(C(O1)(C)C)(C)C)F tert-Butyl (2S,3R)-3-{[(benzyloxy) carbonyl]amino}-4,4-difluoro-2-{[2-fluoro-3-(4,4,5,5-tetramethyl-1,3,2-dioxaborolan-2-yl)phenyl]methyl}pyrrolidine-1-carboxylate